5-(2-(3-(benzyloxy)-5-((2-methoxyethoxy)methyl)phenyl)-1H-pyrrolo[2,3-b]pyridin-4-yl)-1H-indazol-3-amine C(C1=CC=CC=C1)OC=1C=C(C=C(C1)COCCOC)C1=CC=2C(=NC=CC2C=2C=C3C(=NNC3=CC2)N)N1